N-[[4-[5-amino-4-cyano-1-(2-methoxy-1-methyl-ethyl)pyrazin-3-yl]phenyl]methyl]-2-methoxy-benzamide NC=1N(C(=CN(C1)C(COC)C)C1=CC=C(C=C1)CNC(C1=C(C=CC=C1)OC)=O)C#N